(trans)-2-amino-N-(5-cyclohexyl-1,3-thiazol-2-yl)cyclopropane-1-carboxamide hydrochloride Cl.N[C@H]1[C@@H](C1)C(=O)NC=1SC(=CN1)C1CCCCC1